C(C)(=O)N1C(CC=2C1=CN=C(C2)OC)C(=O)OCC Ethyl 1-acetyl-5-methoxy-2,3-dihydro-1H-pyrrolo[2,3-c]pyridine-2-carboxylate